rac-methyl (5aR,6S,7R,8R,8aS)-3-chloro-8,8a-dihydroxy-5a-(4-(methylsulfonyl)phenyl)-6-phenyl-5a,7,8,8a-tetrahydro-6H-cyclopenta[4,5]furo[3,2-b]pyridine-7-carboxylate ClC=1C=C2C(=NC1)[C@]1([C@@](O2)([C@@H]([C@H]([C@H]1O)C(=O)OC)C1=CC=CC=C1)C1=CC=C(C=C1)S(=O)(=O)C)O |r|